OC1=CC(=C(C=O)C=C1)OC 4-Hydroxy-2-methoxybenzaldehyd